OC1=CC=CC2=C1C(=C(O2)C(=O)N/N=C/C2=C(C=CC=C2)C(F)(F)F)C (E)-4-hydroxy-N'-(2-trifluoromethylbenzylidene)-3-methylbenzofuran-2-carbohydrazide